5-(4-(trifluoromethyl)cyclohex-1-en-1-yl)-2-naphthoic acid FC(C1CC=C(CC1)C1=C2C=CC(=CC2=CC=C1)C(=O)O)(F)F